[4-(1-tert-butyl-1,2,4-triazol-3-yl)-3-(trifluoromethyl)phenyl]-[4-(5-chloro-[1,3]oxazolo[4,5-b]pyridin-2-yl)piperazin-1-yl]methanone C(C)(C)(C)N1N=C(N=C1)C1=C(C=C(C=C1)C(=O)N1CCN(CC1)C=1OC=2C(=NC(=CC2)Cl)N1)C(F)(F)F